4-(((3S,4S)-3-(Dimethylamino)-1-(4-(trifluoromethyl)pyridin-2-yl)piperidin-4-yl)amino)-2-fluoro-N-(pyrimidin-4-yl)benzenesulfonamide Formate C(=O)O.CN([C@H]1CN(CC[C@@H]1NC1=CC(=C(C=C1)S(=O)(=O)NC1=NC=NC=C1)F)C1=NC=CC(=C1)C(F)(F)F)C